CC=1C(=CC=C2C=NNC12)CO (7-methyl-1H-indazol-6-yl)-methanol